4-bromo-1-(bromomethyl)-2-(methylthio)benzene BrC1=CC(=C(C=C1)CBr)SC